(R)-6-(2-(3-chlorophenyl)-2-hydroxyacetyl)-2-(1-(4-cyclopentylthiophene-2-yl)cyclopropyl)-5,6,7,8-tetrahydropyrido[4,3-d]pyrimidin-4(3H)-one ClC=1C=C(C=CC1)[C@H](C(=O)N1CC2=C(N=C(NC2=O)C2(CC2)C=2SC=C(C2)C2CCCC2)CC1)O